C(#N)C=1C=NN2C1C(=CC(=C2)C=2C=NN(C2C)C2CCC(CC2)NC(C)=O)SC2=C(C=C(C=C2)F)C#N N-((1r,4r)-4-(4-(3-cyano-4-((2-cyano-4-fluorophenyl)thio)pyrazolo[1,5-a]pyridin-6-yl)-5-methyl-1H-pyrazol-1-yl)cyclohexyl)acetamide